tert-butylethylether C(C)(C)(C)OCC